C(C1=CC=CC=C1)OC1=NC(=CC=C1N1C(N(C2=C1C=CC=C2NC(OC(C)(C)C)=O)C)=O)OCC2=CC=CC=C2 tert-butyl (1-(2,6-bis(benzyloxy)pyridin-3-yl)-3-methyl-2-oxo-2,3-dihydro-1H-benzo[d]imidazol-4-yl)carbamate